8-methoxy-6-(3-(5-(1-((tetrahydro-2H-pyran-4-yl)methyl)piperidin-4-yl)pyridin-2-yl)-4-(trifluoromethyl)-1H-pyrazol-5-yl)-[1,2,4]triazolo[1,5-a]pyridine COC=1C=2N(C=C(C1)C1=C(C(=NN1)C1=NC=C(C=C1)C1CCN(CC1)CC1CCOCC1)C(F)(F)F)N=CN2